O=C1N(CC2=CC=CC=C12)CCN1C(C2=CC=3C(N(C(C3C=C2C1=O)=O)CCN1C(C2=CC=CC=C2C1)=O)=O)=O 2,6-bis(2-(1-oxoisoindolin-2-yl)ethyl)pyrrolo[3,4-f]Isoindole-1,3,5,7-tetraone